5-Bromo-2-phenylfuran BrC1=CC=C(O1)C1=CC=CC=C1